2-(4-amino-3-(3-ethoxy-4-methoxyphenyl)-1H-pyrazolo[3,4-d]pyrimidin-1-yl)ethanol NC1=C2C(=NC=N1)N(N=C2C2=CC(=C(C=C2)OC)OCC)CCO